COCCN1C2=C(C=C1C=O)C=CS2 6-(2-methoxyethyl)-6H-thieno[2,3-b]pyrrole-5-carbaldehyde